((4-bromothiophen-3-yl)imino)dimethyl-λ6-sulfane BrC=1C(=CSC1)N=[SH2](C)C